6,7,4'-trihydroxy-isoflavone OC=1C=C2C(C(=COC2=CC1O)C1=CC=C(C=C1)O)=O